O=C1N(CCC(N1)=O)C1=CC(=C(CN2CCN(CC2)C2=CC=C(N=N2)C2=CC=C3CN(C(C3=C2)=O)C(C(=O)NC=2SC=CN2)C2=C(C=CC(=C2)F)O)C=C1)F 2-(6-(6-(4-(4-(2,4-dioxotetrahydropyrimidin-1(2H)-yl)-2-fluorobenzyl)piperazin-1-yl)pyridazin-3-yl)-1-oxoisoindolin-2-yl)-2-(5-fluoro-2-hydroxyphenyl)-N-(thiazol-2-yl)acetamide